OC1(COC1)C1=CC=C(C=C1)C(=O)N1CCC(CC1)OC1=CC=C(C=C1)C(F)(F)F (4-(3-hydroxyoxetan-3-yl)phenyl)(4-(4-(trifluoromethyl)phenoxy)piperidin-1-yl)methanone